4-oxo-4H-pyran-2-carboxylic acid O=C1C=C(OC=C1)C(=O)O